2-ethyl 3-methyl (S)-7-fluoro-3,4-dihydroisoquinoline-2,3(1H)-dicarboxylate FC1=CC=C2C[C@H](N(CC2=C1)C(=O)OCC)C(=O)OC